O[C@H]1[C@@H](O[C@@H]([C@H]([C@@H]1O)O)CO)CNC(OCC1=CC=CC=C1)=O Benzyl (((2S,3R,4R,5S,6R)-3,4,5-trihydroxy-6-(hydroxymethyl)tetrahydro-2H-pyran-2-yl)methyl)carbamate